[O-2].[Al+3].[O-2].[O-2].[Al+3] aluminum-oxide